4-[4-Cyano-6-(2,3-dichloro-benzyl)-3-hydroxy-pyridin-2-yl]-4-oxo-butyric acid C(#N)C1=C(C(=NC(=C1)CC1=C(C(=CC=C1)Cl)Cl)C(CCC(=O)O)=O)O